2-methoxy-5-[2-(3,4,5-trimethoxyphenyl)ethenyl]phenolate COC1=C(C=C(C=C1)C=CC1=CC(=C(C(=C1)OC)OC)OC)[O-]